S1C(=CC=C1)N[C@@H](C)C(=O)O 2-thienyl-alanine